F[C@@H]1[C@@H](C1)C(=O)N (1S,2S)-2-fluorocyclopropanecarboxamide